BrC1=CC=2N=NC=C(C2N=C1)Cl 7-BROMO-4-CHLOROPYRIDO[3,2-C]PYRIDAZINE